C(C)(C)(C)C=1C=C(C2=CC=CC=C2C1)C=1C=NC=2N(C1)N=CC2C#N 6-(3-(tert-butyl)naphthalen-1-yl)pyrazolo[1,5-a]pyrimidine-3-carbonitrile